7-(3-((6-fluoropyridin-2-yl)amino)-7,8-dihydro-1,6-naphthyridin-6(5H)-yl)-8-methyl-4H-pyrimido[1,2-b]pyridazin-4-one FC1=CC=CC(=N1)NC=1C=NC=2CCN(CC2C1)C=1C(=CC=2N(N1)C(C=CN2)=O)C